2-fluoro-5-(hydroxymethyl)-4-methylenecyclopentan-1-ol FC1C(C(C(C1)=C)CO)O